ClC1=C(COC=2C=C3CCC(C3=CC2)N2CC(C2)C(=O)O)C=CC(=C1)C1CC1 1-(5-((2-chloro-4-cyclopropylbenzyl)oxy)-2,3-dihydro-1H-inden-1-yl)-azetidine-3-carboxylic acid